FC=1C=C(C=C(C1)NCCO)NC(=O)NC1=C(C=CC=C1)CCO 1-[3-fluoro-5-(2-hydroxyethylamino)phenyl]-3-[2-(2-hydroxyethyl)phenyl]urea